3-methoxythiopropionic acid-S-(2-((tetrahydro-2H-pyran-2-yl) oxy) ethyl) ester O1C(CCCC1)OCCSC(CCOC)=O